P(OCCCCCCCCCCCC)(OCCCCCCCCCCCC)(OCCCCCCCCCCCC)=S tri(dodecyl) phosphorothioate